2-isopropyl-4-methylpyridine C(C)(C)C1=NC=CC(=C1)C